(E)-1-(2,4-dimethoxyphenyl)-3-(3-methylphenyl)prop-2-en-1-one COC1=C(C=CC(=C1)OC)C(\C=C\C1=CC(=CC=C1)C)=O